OC1=C(C=CC(=C1C)O)C(C)=O 2',4'-dihydroxy-3'-methylacetophenone